CC1=C(C=C(C=C1)B1OC(C(O1)(C)C)(C)C)[C@H](C)O (1S)-1-[2-methyl-5-(4,4,5,5-tetramethyl-1,3,2-dioxaborolan-2-yl)phenyl]ethanol